6-[8-(4-Aminopiperidin-1-yl)-7-(3-fluoro-5-methylphenyl)-1,5-naphthyridin-2-yl]-4-fluoro-2,3-dihydro-1H-1,3-benzodiazol-2-one NC1CCN(CC1)C=1C(=CN=C2C=CC(=NC12)C=1C=C(C2=C(NC(N2)=O)C1)F)C1=CC(=CC(=C1)C)F